NC1=C(C#N)C=CC=C1C=1C=C2C(=C(C=NC2=CC1)C1=CC(=CC(=C1)F)F)N1CCC(CC1)N 2-amino-3-[4-(4-aminopiperidin-1-yl)-3-(3,5-difluorophenyl)quinolin-6-yl]benzonitrile